1,3,5-tris(isocyanatomethyl)benzol N(=C=O)CC1=CC(=CC(=C1)CN=C=O)CN=C=O